4-(chloromethyl)-1-(4-methoxyphenyl)-1H-1,2,3-triazole ClCC=1N=NN(C1)C1=CC=C(C=C1)OC